BrC1=CC(=CC2=C1N(C=N2)CCCN(C(OC(C)(C)C)=O)CCCOC2=NC=CC=N2)F tert-butyl N-[3-(7-bromo-5-fluoro-benzimidazol-1-yl)propyl]-N-(3-pyrimidin-2-yloxypropyl)carbamate